N1(CCCC1)CCNC(=O)C=1SC(=NN1)CCCCN1N=NC(=C1)C(NCC1=CC(=CC=C1)OC(F)(F)F)=O N-[2-(pyrrolidin-1-yl)ethyl]-5-{4-[4-({[3-(trifluoromethoxy)phenyl]methyl}carbamoyl)-1H-1,2,3-triazol-1-yl]butyl}-1,3,4-thiadiazole-2-carboxamide